Cl.C(C1=CC=CC=C1)(=O)OOC(C1=CC=CC=C1)=O benzoyl peroxide hydrochloride